2-(3,5-bis(phenylpropane-2-yl)-2-hydroxyphenyl)benzotriazole C1(=CC=CC=C1)CC(C)C=1C(=C(C=C(C1)C(C)CC1=CC=CC=C1)N1N=C2C(=N1)C=CC=C2)O